OC1CCN(CC1)N1C(=NC2=C1CN(C2)C(=O)N2CC=1N(C(=NC1C2)C2=NC=CC(=C2)C2=C1N(N=C2C2=NC(=CC=C2)C)CCC1)N1CCC(CC1)O)C1=NC=CC(=C1)C1=C2N(N=C1C1=NC(=CC=C1)C)CCC2 (4-Hydroxypiperidin-1-yl)(2-(4-(2-(6-methylpyridin-2-yl)-5,6-dihydro-4H-pyrrolo[1,2-b]pyrazol-3-yl)pyridin-2-yl)-4,6-dihydropyrrolo[3,4-d]imidazol-5(1H)-yl)ketone